FCC1(CC1)CC1(CC=CC=C1)CCC 1-((1-(fluoromethyl)cyclopropyl)methyl)-1H-phenylpropan